O1C(CCCC1)N1N=CC=2C1=NC=C(C2)S 1-tetrahydropyran-2-ylpyrazolo[3,4-b]pyridine-5-thiol